O1C(CCCC1)OCCOC(C)C1=CC(=NC=C1)N 4-[1-(2-tetrahydropyran-2-yloxyethoxy)ethyl]pyridin-2-amine